COC(C1=NC(=CC=C1C=1C(=CC2=C(OCCC3=C2SC=C3)C1)C(NC1=CC=C(C=C1)CN)=O)N1CCOCC1)=O.BrC=1SC(=CC1CCCCBr)Br 2,5-dibromo-3-(4-bromobutyl)thiophene methyl-3-(9-((4-(aminomethyl)phenyl)carbamoyl)-4,5-dihydrobenzo[b]thieno[2,3-d]oxepin-8-yl)-6-morpholinopicolinate